4-(3-((2,5-dimethylphenyl)sulfonamido)benzoyl)morpholine-3-carboxamide CC1=C(C=C(C=C1)C)S(=O)(=O)NC=1C=C(C(=O)N2C(COCC2)C(=O)N)C=CC1